8-amino-6-[4-(2-methoxyethyl)pyridin-3-yl]-2,7-naphthyridine NC=1N=C(C=C2C=CN=CC12)C=1C=NC=CC1CCOC